4-((5-Chloro-1-((4-(4-methylpiperazin-1-yl)-3-nitrophenyl)sulfonyl)-1H-indol-3-yl)(hydroxy)methyl)-3-methylenedihydrofuran-2(3H)-one ClC=1C=C2C(=CN(C2=CC1)S(=O)(=O)C1=CC(=C(C=C1)N1CCN(CC1)C)[N+](=O)[O-])C(C1C(C(OC1)=O)=C)O